6-bromo-2,4-dihydro-1,2,4-triazine-3,5-dione BrC=1C(NC(NN1)=O)=O